7-methyl-2,3-dioxo-N-[4-(trifluoromethoxy)phenyl]-1,4-dihydroquinoxaline-6-sulfonamide CC1=C(C=C2NC(C(NC2=C1)=O)=O)S(=O)(=O)NC1=CC=C(C=C1)OC(F)(F)F